tert-butyl (2-(2-(2-((6-(((3S,4R,5R,6R)-4,5-dihydroxy-6-(hydroxymethyl)tetrahydro-2H-pyran-3-yl)amino)pyrazin-2-yl)oxy)ethoxy)ethoxy)ethyl)carbamate O[C@@H]1[C@H](CO[C@@H]([C@@H]1O)CO)NC1=CN=CC(=N1)OCCOCCOCCNC(OC(C)(C)C)=O